4-(1H-pyrrolo[2,3-c]pyridin-5-yl)piperidine-1-carboxylic acid tert-butyl ester C(C)(C)(C)OC(=O)N1CCC(CC1)C=1C=C2C(=CN1)NC=C2